3-chloro-N-((1R,2R,4S)-7-cyano-7-azabicyclo[2.2.1]heptan-2-yl)-5'-(cyanomethyl)-2'-fluoro[biphenyl]-4-carboxamide ClC=1C=C(C=CC1C(=O)N[C@H]1[C@H]2CC[C@@H](C1)N2C#N)C2=C(C=CC(=C2)CC#N)F